N-(methyldiethoxysilylmethyl)piperazine C[Si](OCC)(OCC)CN1CCNCC1